C(C1=CC=CC=C1)NC1=C2N=CN(C2=NC(=N1)C1=COC=C1)[C@H]1[C@@H]([C@@H]([C@H](O1)C(=O)NC)O)O (2s,3s,4r,5r)-5-(6-(benzylamino)-2-(furan-3-yl)-9H-purin-9-yl)-3,4-dihydroxy-N-methyltetrahydrofuran-2-carboxamide